O1C(=CC2=C1C=CC=C2)C2=NN1C(N(C(=C(C1=O)N1CCN(CC1)CC1=NC=CC=C1O)CC)CC(=O)NC1=C(C=C(C=C1)C(F)(F)F)Cl)=N2 2-(2-(benzofuran-2-yl)-5-ethyl-6-(4-(3-hydroxypicolinyl)piperazin-1-yl)-7-oxo-[1,2,4]triazolo[1,5-a]pyrimidin-4(7H)-yl)-N-(2-chloro-4-(trifluoromethyl)phenyl)acetamide